N-hydroxy-N-methyl-5-((1-(4-(trifluoromethyl)phenyl)-1H-1,2,4-triazol-3-yl)amino)pyridineamide ON(C(=O)C1=NC=C(C=C1)NC1=NN(C=N1)C1=CC=C(C=C1)C(F)(F)F)C